2-[2-(3,4-Difluoro-2-methoxy-phenoxy)-5-fluoro-4-(trifluoromethyl)phenyl]-3-methoxy-1H-1,6-naphthyridin-4-one FC=1C(=C(OC2=C(C=C(C(=C2)C(F)(F)F)F)C=2NC3=CC=NC=C3C(C2OC)=O)C=CC1F)OC